7-amino-8-(3-methoxy-2,6-dimethylphenyl)-3-(trifluoromethyl)quinoxaline-6-carboxylic acid NC1=C(C=C2N=C(C=NC2=C1C1=C(C(=CC=C1C)OC)C)C(F)(F)F)C(=O)O